1,4-Dimethyl-1H-indole CN1C=CC2=C(C=CC=C12)C